[I-].C1(=CC=CC=C1)P(CC[N+](C)(C)C)C1=CC=CC=C1 [2-(diphenylphosphino)ethyl]trimethylammonium iodide